phenanthro[1,2-c]furan-8-yl ((1-methyl-2-nitro-1H-imidazol-5-yl) methyl) carbonate C(OC1=CC=2C=3C=CC=4C(=COC4)C3C=CC2C=C1)(OCC1=CN=C(N1C)[N+](=O)[O-])=O